VINYLTRIISOPROPENOXYSILANE C(=C)[Si](OC(=C)C)(OC(=C)C)OC(=C)C